C(C1=CC=CC=C1)OC1=C(C=2N(C3=CC=CC=C13)C=NN2)C(=O)OCC ethyl 5-(benzyloxy)-[1,2,4]triazolo[4,3-a]quinoline-4-carboxylate